C(C)N1N=C2C(N(C(C=C2N2[C@H](CN([C@@H](C2)CC)C(C)C=2C=C3N=CC=NC3=CC2)C)=O)C)=C1 2-ethyl-7-((2S,5R)-5-ethyl-2-methyl-4-(1-(quinoxalin-6-yl)ethyl)piperazin-1-yl)-4-methyl-2,4-dihydro-5H-pyrazolo[4,3-b]pyridin-5-one